(9H-fluoren-9-yl)methyl (S)-(1-amino-3-(4-hydroxyphenyl)propan-2-yl)carbamate NC[C@H](CC1=CC=C(C=C1)O)NC(OCC1C2=CC=CC=C2C=2C=CC=CC12)=O